C1(CC1)N1N=C(C=C1)C1=C(N2CCNC2=N1)C=1C=C2C(N(C=NC2=CC1)C)=O 6-{3-(1-cyclopropyl-1H-pyrazol-3-yl)-1,4,6-triazabicyclo[3.3.0]octa-2,4-dien-2-yl}-3-methyl-3H-quinazolin-4-one